3-butoxy-2-isopropyl-4-(trifluoromethyl)isoxazol-5-one C(CCC)OC=1N(OC(C1C(F)(F)F)=O)C(C)C